3-(((3-fluorophenyl)(1H-imidazol-4-yl)methyl)amino)phenol FC=1C=C(C=CC1)C(C=1N=CNC1)NC=1C=C(C=CC1)O